Cl.ClC=1C(=C(CN(CCN)C2CC2)C=CC1)F N1-(3-chloro-2-fluorobenzyl)-N1-cyclopropylethane-1,2-diamine hydrochloride